(R)-N-(3-(1-((2-amino-5-chloropyridin-3-yl)oxy)ethyl)phenyl)-4-(4-methylpiperazin-1-yl)benzamide NC1=NC=C(C=C1O[C@H](C)C=1C=C(C=CC1)NC(C1=CC=C(C=C1)N1CCN(CC1)C)=O)Cl